FC(C1(CC1)C=1SC(=C(N1)C=1C(=C(C=CC1)NS(=O)(=O)C1=C(C=CC=C1F)F)F)C1=NC(=NC=C1)NC1CC2(CS(C2)(=O)=O)C1)F N-(3-(2-(1-(difluoromethyl)cyclopropyl)-5-(2-((2,2-dioxido-2-thiaspiro[3.3]heptan-6-yl)amino)pyrimidin-4-yl)thiazol-4-yl)-2-fluorophenyl)-2,6-difluorobenzenesulfonamide